C1(CC1)NC(C1=C(C=C(C=C1F)NC1=NN2C(C=C(C=C2)C2=CC(=NC=C2OC2CCC(CC2)O)C)=C1)F)=O N-cyclopropyl-2,6-difluoro-4-[[5-[5-(4-hydroxycyclohexoxy)-2-methyl-4-pyridyl]pyrazolo[1,5-a]pyridin-2-yl]amino]benzamide